C(C)(C)OCC(=O)O[Si](OC(C)=O)(OC(C)=O)CC1=CC=CC=C1 i-propoxybenzyl-triacetoxysilane